3-methyl-4-[1-[(1-oxidopyridin-1-ium-4-yl)methyl]benzimidazol-2-yl]-1,2,5-oxadiazole CC1=NON=C1C1=NC2=C(N1CC1=CC=[N+](C=C1)[O-])C=CC=C2